(R)-2-((1-(2-(1-(4-cyanophenyl)-1H-pyrazol-4-yl)-7-methyl-4-oxo-4H-pyrido[1,2-a]pyrimidin-9-yl)ethyl)amino)benzoic acid C(#N)C1=CC=C(C=C1)N1N=CC(=C1)C=1N=C2N(C(C1)=O)C=C(C=C2[C@@H](C)NC2=C(C(=O)O)C=CC=C2)C